(8-bromochroman-4-yl)methanamine BrC=1C=CC=C2C(CCOC12)CN